ClC=1C=CC=2C(=C3N(C2C1C=1C(=NN(C1C)C)C)[C@@H](CN(C3=O)C3=CN(C1=CC=C(C=C31)C(=O)O)C)C)CCCOC (R)-3-(7-Chloro-10-(3-methoxypropyl)-4-methyl-1-oxo-6-(1,3,5-trimethyl-1H-pyrazol-4-yl)-3,4-dihydropyrazino[1,2-a]indol-2(1H)-yl)-1-methyl-1H-indole-5-carboxylic Acid